COC(=O)C1=NC=C(C(=C1)OC)OCC1CC(C1)C(F)(F)F 4-methoxy-5-{[3-(trifluoromethyl)cyclobutyl]Methoxy}pyridine-2-carboxylic acid methyl ester